3,4-difluoro-2-methylbenzoic acid methyl ester COC(C1=C(C(=C(C=C1)F)F)C)=O